COC(C(CC(C)=O)[N+]#[C-])=O 2-ISOCYANO-3-ACETYL-PROPIONIC ACID METHYL ESTER